C(#N)C1CN(C1)S(=O)(=O)C=1C=C(C(=O)N2[C@H](CCC2)C(=O)NCC2=NC=C(C=C2)C)C=CC1 1-(3-((3-cyano-1-azetidinyl)sulfonyl)benzoyl)-N-((5-methyl-2-pyridinyl)methyl)-D-prolinamide